C(C)(C)(C)OC(=O)N1C(C2=CNC=C2C1C1=NC(=NC=C1F)Cl)=O (2-chloro-5-fluoropyrimidin-4-yl)-1-oxo-3,5-dihydropyrrolo[3,4-c]Pyrrole-2(1H)-carboxylic acid tert-butyl ester